C1(=C(C=CC=C1)C1N(CCC1)C1CC2(C1)CCN(CC2)C2=CC=C(C(=O)N)C=C2)C 4-(2-(2-(o-tolyl)pyrrolidin-1-yl)-7-azaspiro[3.5]non-7-yl)benzamide